bromo-p-fluoroacetophenone oxime BrCC(C1=CC=C(C=C1)F)=NO